(E)-7-((6-(3,5-bis(trifluoromethyl)benzylidene)-5-oxo-5,6,7,8-tetrahydronaphthalen-2-yl)amino)-7-oxoheptanoic acid FC(C=1C=C(\C=C/2\C(C=3C=CC(=CC3CC2)NC(CCCCCC(=O)O)=O)=O)C=C(C1)C(F)(F)F)(F)F